exo-2-(2-methoxy-1-methyl-ethyl)-4,7-dimethyl-3a,7a-dihydro-4,7-epoxyisoindole-1,3-dione COCC(C)N1C(C2C3(C=CC(C2C1=O)(O3)C)C)=O